methyl 4-((3-fluoropyridin-2-yl)amino)-3-(2-methoxyethoxy)-2-oxo-2H-pyran-6-carboxylate FC=1C(=NC=CC1)NC1=C(C(OC(=C1)C(=O)OC)=O)OCCOC